4-(4-[3-Cyano-4-methoxypyrazolo[1,5-a]pyridin-6-yl]-5-methyl-1,2,3-triazol-1-yl)piperidine-1-carbonitrile C(#N)C=1C=NN2C1C(=CC(=C2)C=2N=NN(C2C)C2CCN(CC2)C#N)OC